5-(4-tertiary-butylphenyl)-1,3,4-oxadiazole C(C)(C)(C)C1=CC=C(C=C1)C1=NN=CO1